NC1=CC(C(NC1=NC=1C(=NN2C1C=CC=C2)NCCN2C=NC=C2)=NC=2C(=NN1C2C=CC=C1)NCCN1C=NC=C1)=N N3,N3'-(5-amino-3-iminopyridine-2,6(1H,3H)-diylidene)bis{N2-[2-(1H-imidazol-1-yl)ethyl]pyrazolo[1,5-a]pyridine-2,3-diamine}